hexacyanoHexaazatriphenylene (1S,2S)-2-(((6-(5-amino-1-methyl-1H-1,2,3-triazol-4-yl)-2-methylpyridin-3-yl)oxy)methyl)cyclohexane-1-carboxylate NC1=C(N=NN1C)C1=CC=C(C(=N1)C)OC[C@@H]1[C@H](CCCC1)C(=O)O.C(#N)C=1C(=C(C(=C2C3=C(C(=NN=C3C=3N=NN=NC3C12)C#N)C#N)C#N)C#N)C#N